NC1=C(C=C(C=C1)C1=CC(=CC=C1F)CC1=NNC(C2=CC=C(C=C12)C(F)(F)F)=O)[N+](=O)[O-] 4-((4'-amino-6-fluoro-3'-nitro-[1,1'-biphenyl]-3-yl)methyl)-6-(trifluoromethyl)phthalazin-1(2H)-one